CC1=C(C(C=C1)([Pt+2]C)C)C (trimethyl)methyl-cyclopentadienyl-platinum (IV)